(E)-3-(2-(4-(3-fluoro-4-methoxybenzoyl)piperazin-1-yl)phenyl)-N-hydroxyacrylamide FC=1C=C(C(=O)N2CCN(CC2)C2=C(C=CC=C2)/C=C/C(=O)NO)C=CC1OC